(3,6'-dimethyl-[2,3'-bipyridine]-2'-yl)((1S,4S,6R)-6-((5-(trifluoromethyl)pyridin-2-yl)amino)-2-azabicyclo[2.2.1]hept-2-yl)methanone CC=1C(=NC=CC1)C=1C(=NC(=CC1)C)C(=O)N1[C@@H]2[C@@H](C[C@H](C1)C2)NC2=NC=C(C=C2)C(F)(F)F